1-[(5-bromo-1,3-thiazol-4-yl)methyl]pyrazole-4-carbonitrile BrC1=C(N=CS1)CN1N=CC(=C1)C#N